diphenyl-(p-tolyl)bromosulfonic acid C1(=CC=CC=C1)C=1C(=C(C=CC1OS(=O)(=O)Br)C)C1=CC=CC=C1